7-Amino-6-(3-hydroxy-2,6-dimethylphenyl)-4-{[(3R)-1-methyl-hexahydropyridin-3-yl]oxy}furo[2,3-d]pyrrolo[2,3-b]pyridine-8-carboxamide NC1=C(C=2C(=NC(=C3C2OC=C3)O[C@H]3CN(CCC3)C)N1C1=C(C(=CC=C1C)O)C)C(=O)N